1-(2,6-dimethylphenyl)-pyrazole CC1=C(C(=CC=C1)C)N1N=CC=C1